(Z)-1,2-dibromo-2-fluoroethylene Br\C=C(\F)/Br